ClC1=C(C=C(OCCCN2C(=CC(=C2)N(C=2C=C(C=CC2)C)CC2=CC(=CC=C2)C)C(=O)O)C=C1C)C 1-(3-(4-chloro-3,5-dimethylphenoxy)propyl)-4-((3-methylbenzyl)(m-tolyl)amino)-1H-pyrrole-2-carboxylic acid